triCyclopentyl-aluminum C1(CCCC1)[Al](C1CCCC1)C1CCCC1